CC1=NC(=CC=C1C=1C(=C(C(=C(C1C=1C=NC=CC1)C1=CC=C(C=C1)N1C2=CC=CC=C2C=2C=C(C=CC12)C)C1=CC=C(C=C1)N1C2=CC=CC=C2C=2C=C(C=CC12)C)C1=CC=C(C=C1)N1C2=CC=CC=C2C=2C=C(C=CC12)C)C1=CC=C(C=C1)N1C2=CC=CC=C2C=2C=C(C=CC12)C)C 9-{4-[5-(2,6-dimethylpyridin-3-yl)-4'-(3-methyl-9H-carbazol-9-yl)-3,4-bis[4-(3-methyl-9H-carbazol-9-yl)phenyl]-6-(pyridin-3-yl)-[1,1'-biphenyl]-2-yl]phenyl}-3-methyl-9H-carbazole